2-(2-((3R,4R)-3-amino-4-fluoropiperidin-1-yl)-6-fluoro-1H-benzo[d]imidazol-1-yl)-N-methyl-N-((S)-tetrahydrofuran-3-yl)acetamide N[C@@H]1CN(CC[C@H]1F)C1=NC2=C(N1CC(=O)N([C@@H]1COCC1)C)C=C(C=C2)F